tert-butyl 3-[tert-butyl(diphenyl)silyl]oxy-4-oxaldehydoyl-piperidine-1-carboxylate [Si](C1=CC=CC=C1)(C1=CC=CC=C1)(C(C)(C)C)OC1CN(CCC1C(C=O)=O)C(=O)OC(C)(C)C